(RS)-4-(2-Chloromethyl-3-hydroxy-2-methyl-propoxy)-N-(4-morpholin-2-yl-phenyl)-benzamid ClCC(COC1=CC=C(C(=O)NC2=CC=C(C=C2)[C@@H]2CNCCO2)C=C1)(CO)C |r|